1,3-diallylimidazolium bromide [Br-].C(C=C)N1C=[N+](C=C1)CC=C